COC1=C(C=CC=C1)NC1C(C(NC2=CC=CC=C12)=O)(C)C 4-((2-Methoxyphenyl)amino)-3,3-dimethyl-3,4-dihydroquinolin-2(1H)-one